C(CCC)SC1=CC=C[C@H](O1)C (2R,6R)-6-(butylsulfanyl)-2-methyl-2H-pyran